{1,5,9-triazacyclododecane-1,5,9-triyltris[methylene(2-hydroxy-5-methyl-3,1-phenylene)azanediyl(2-oxoethane-2,1-diyl)]}tris(phosphonic acid) N1(CCCN(CCCN(CCC1)CC=1C(=C(C=C(C1)C)NC(CP(O)(O)=O)=O)O)CC=1C(=C(C=C(C1)C)NC(CP(O)(O)=O)=O)O)CC=1C(=C(C=C(C1)C)NC(CP(O)(O)=O)=O)O